COC1=NC=CC(=C1)C1=C(C=2CCC2C=C1)NC(=O)C1CN2C(O1)=C(C=N2)S(=O)(N)=N ((3-(2-methoxypyridin-4-yl)bicyclo[4.2.0]octa-1(6),2,4-trien-2-yl)carbamoyl)-2,3-dihydropyrazolo[5,1-b]oxazole-7-sulfonimidamide